FC1=CC=C(CC2=C(C(=NC(=C2)C)C(=O)O)O)C=C1 4-(4-fluorobenzyl)-3-hydroxy-6-methylpicolinic acid